4,4,5,5-tetramethyl-2-(3-thienylmethyl)-1,3,2-dioxaborolane CC1(OB(OC1(C)C)CC1=CSC=C1)C